2-(3,7-dimethylocta-2,6-dien-1-yl)-1,3-bis((2-methoxyethoxy)methoxy)-5-pentylbenzene CC(=CCC1=C(C=C(C=C1OCOCCOC)CCCCC)OCOCCOC)CCC=C(C)C